4-(oxetan-3-yloxy)nicotinonitrile O1CC(C1)OC1=CC=NC=C1C#N